OCCC1CC2(CN(C2)C=2C=C3CN(C(C3=CC2)=O)C2C(NC(CC2)=O)=O)C1 3-(5-(6-(2-Hydroxyethyl)-2-azaspiro[3.3]heptan-2-yl)-1-oxoisoindolin-2-yl)piperidine-2,6-dione